(S)-N-((S)-3-(6-chloro-1H-indazol-5-yl)-2-(dimethylamino)propyl)-3-phenylbutyramide ClC1=C(C=C2C=NNC2=C1)C[C@@H](CNC(C[C@H](C)C1=CC=CC=C1)=O)N(C)C